[N].N[C@@H](CO)C(=O)O L-serine nitrogen